phenyl 2,2,2-trifluoroethyl sulfoxide FC(CS(=O)C1=CC=CC=C1)(F)F